tri(tetrabutylammonium) pyrophosphate [O-]P([O-])(=O)OP(=O)([O-])O.C(CCC)[N+](CCCC)(CCCC)CCCC.C(CCC)[N+](CCCC)(CCCC)CCCC.C(CCC)[N+](CCCC)(CCCC)CCCC